C[C@H]1NCCCC1 (R)-2-methylpiperidin